(S)-2-amino-4,4-dimethylpentanoic acid methyl ester hydrochloride Cl.COC([C@H](CC(C)(C)C)N)=O